COC1=CC=CC2=NC3=C(C=CC=C3N=C12)OC 1,6-dimethoxyphenazine